N-(4-fluoro-3-(trifluoromethyl)phenyl)-3-(5-(3-hydroxycyclohexyl)-2-methoxybenzamido)-6-(trifluoromethyl)benzo[b]thiophene-2-carboxamide FC1=C(C=C(C=C1)NC(=O)C1=C(C2=C(S1)C=C(C=C2)C(F)(F)F)NC(C2=C(C=CC(=C2)C2CC(CCC2)O)OC)=O)C(F)(F)F